N=1N(N=NC1)CCNC(CN1N=C(C=2C(=CC=CC12)C1=C(C=C2C=NN(C2=C1)C)F)C1CCN(CC1)C(C)=O)=O N-(2-(2H-tetrazol-2-yl)ethyl)-2-(3-(1-acetylpiperidin-4-yl)-5'-fluoro-1'-methyl-1H,1'H-[4,6'-biindazol]-1-yl)acetamide